9-(hydroxymethyl)phosphabicyclo[3.3.1]nonane OCC1P2CCCC1CCC2